FC(C(=O)O)(CCCCCCCC)CCCCCC 2-fluoro-2-hexyldecanoic acid